N-(((S)-1-((difluoromethyl)sulfonyl)pyrrolidin-3-yl)methyl)-2-(2-(6-((cis)-2,6-dimethylmorpholino)pyridin-2-yl)-1,6-naphthyridin-7-yl)acetamide FC(S(=O)(=O)N1C[C@@H](CC1)CNC(CC1=NC=C2C=CC(=NC2=C1)C1=NC(=CC=C1)N1C[C@@H](O[C@@H](C1)C)C)=O)F